C(#N)C=1C=NN2C1C(=CC(=C2)C=2C=NN(C2C)[C@H]2C[C@@H](N(C2)C(=O)OC(C)(C)C)C)OC tert-Butyl (2S,4S)-4-(4-[3-cyano-4-methoxypyrazolo[1,5-a]pyridin-6-yl]-5-methylpyrazol-1-yl)-2-methylpyrrolidine-1-carboxylate